3-(9-((4-(aminomethyl)-2,6-dimethylphenyl)carbamoyl)-4,5-dihydrobenzo[b]thieno[2,3-d]oxepin-8-yl)-6-((3-hydroxypropyl)carbamoyl)picolinic acid NCC1=CC(=C(C(=C1)C)NC(=O)C1=CC2=C(OCCC3=C2SC=C3)C=C1C=1C(=NC(=CC1)C(NCCCO)=O)C(=O)O)C